C(C#C)(=O)[O-].[Na+].[Na+].C(C#C)(=O)[O-] disodium propiolate